BrC=1N=C(C=2N(C1)N=CN2)NCC2=C(C=C(C=C2)OC)OC 6-bromo-N-(2,4-dimethoxybenzyl)-[1,2,4]triazolo[1,5-a]pyrazin-8-amine